C(CC)C(CC1(CCCCC1)CCCCCCC(C)C)CCCCC (2-propylheptyl)isononyl-cyclohexane